3-bromo-8-hydroxyl-6,6-dimethyl-11-oxo-6,11-dihydro-5H-benzo[b]carbazole-9-carbonitrile BrC1=CC=C2C=3C(C4=C(C(C3NC2=C1)(C)C)C=C(C(=C4)C#N)O)=O